C(C)OC=1C(=C(C=CC1C1(OCCO1)C)[C@@H](C)NS(=O)C(C)(C)C)C N-{(1R)-1-[3-ethoxy-2-methyl-4-(2-methyl-1,3-dioxolan-2-yl)phenyl]ethyl}-2-methylpropan-2-sulfinamide